ClC1=CC=C(CN2C[C@@H]3CN([C@H](C2)C(C3)(C)C)C3=CC=C(C=C3)OCC)C=C1 (1R,5S)-3-(4-chlorobenzyl)-6-(4-ethoxyphenyl)-9,9-dimethyl-3,6-diazabicyclo[3.2.2]nonane